N=1N=CN(C1)C1=CC(=C2C=NNC2=C1)OCCOCCCCNCC=1C=C(C=C(C1)OC(F)(F)F)NC=1C=NNC1 N-(3-(((4-(2-((6-(4H-1,2,4-triazol-4-yl)-1H-indazol-4-yl)oxy)ethoxy)butyl)amino)methyl)-5-(trifluoromethoxy)phenyl)-1H-pyrazol-4-amine